3-[4-[(5-cyano-1H-imidazole-2-carbonyl)amino]-3-(1,2-dideuterio-4,4-dimethylcyclohexyl)phenyl]-6,7-dideuterio-1,5-dimethyl-8-azabicyclo[3.2.1]oct-2-ene-8-carboxylate C(#N)C1=CN=C(N1)C(=O)NC1=C(C=C(C=C1)C1=CC2(C(C(C(C1)(N2C(=O)[O-])C)[2H])[2H])C)C2(C(CC(CC2)(C)C)[2H])[2H]